C(C)C(C(=O)[O-])CCCC.[Rh+3].C(C)C(C(=O)[O-])CCCC.C(C)C(C(=O)[O-])CCCC Rhodium 2-ethylhexanoat